o-nitro-1,4-dichlorobenzene [N+](=O)([O-])C1=C(C=CC(=C1)Cl)Cl